COC1=C(C=C(C=C1)\C=C\C=1N(CCCN1)C)O 2-methoxy-5-[(E)-2-(1-methyl-1,4,5,6-tetrahydro-2-Pyrimidinyl)ethenyl]Phenol